1-((3R,4S)-4-((5-(1-(2,2-difluoropropyl)-1H-benzo[d][1,2,3]triazol-6-yl)-6-fluoro-4-methoxypyrrolo[2,1-f][1,2,4]triazin-2-yl)amino)-3-fluoropiperidin-1-yl)ethan-1-one-2,2,2-d3 FC(CN1N=NC2=C1C=C(C=C2)C=2C(=CN1N=C(N=C(C12)OC)N[C@@H]1[C@@H](CN(CC1)C(C([2H])([2H])[2H])=O)F)F)(C)F